ClC=1C=C(C(=C(C1)CN1C[C@@H](N(CC1)C(C(CC)(F)F)=O)C)C)NC=1OC(=NN1)COC 1-[(2S)-4-[[5-chloro-3-[[5-(methoxymethyl)-1,3,4-oxadiazol-2-yl]amino]-2-methyl-phenyl]methyl]-2-methyl-piperazin-1-yl]-2,2-difluoro-butan-1-one